C(CCCCCC)C=1C=C2C(=CC(=NC2=CC1)N(CC(=O)O)C)C1=CC=CC=C1 2-[(6-heptyl-4-phenylquinolin-2-yl)(methyl)amino]acetic acid